N-(6-(4-cyanophenyl)thiazolo[4,5-b]pyrazin-2-yl)-4-(2-ethynylphenyl)-2-methylpyrimidine-5-carboxamide C(#N)C1=CC=C(C=C1)C=1N=C2C(=NC1)N=C(S2)NC(=O)C=2C(=NC(=NC2)C)C2=C(C=CC=C2)C#C